FCCN1N=CC(=C1)NC(C1=CC(=C(C=C1)C)C#CC=1C=NC=CC1)=O N-[1-(2-fluoroethyl)-1H-pyrazol-4-yl]-4-methyl-3-[2-(pyridin-3-yl)ethynyl]benzamide